(E)-3-methyl-3-phenylacrylic acid C\C(=C/C(=O)O)\C1=CC=CC=C1